FC(C(CO)CNC(=O)C=1N(N=C2C=CC(=CC12)OCC1=NC=CC=C1)C)F N-(2-difluoromethyl-1-hydroxypropan-3-yl)-2-methyl-5-[(pyridin-2-yl)methoxy]-2H-indazole-3-carboxamide